COCCOC1=CC=C(C=C1)C1=CC=C2C(=N1)SC(=N2)N 5-(4-(2-methoxyethoxy)phenyl)thiazolo[5,4-b]pyridin-2-amine